(2S)-2-{2-[(S)-amino(4,4-difluorocyclohexyl)methyl]-4-fluoro-1H-benzimidazol-5-yl}-4,4-difluoro-N-(2-fluoro-2-methylpropyl)pentanamide N[C@H](C1=NC2=C(N1)C=CC(=C2F)[C@@H](C(=O)NCC(C)(C)F)CC(C)(F)F)C2CCC(CC2)(F)F